C1(=CC=CC=C1)N1C(=O)C2C3C=CC(C2C1=O)C3 N-phenyl-(5-norbornene-2,3-dicarboximide)